P(=O)([O-])([O-])[O-].[K+].[K+].[K+] KALIUM PHOSPHAT